dihydrospiro[indene-2,4'-piperidin]-4-ol N1CCC2(CC1)CC=1C=CC=C(C1C2)O